ClC1=NC(=CC(=C1)C=1C(=NN2C1N=C(C=C2)N2CCOCC2)C=2C=C(C#N)C=CC2)C 3-[3-(2-chloro-6-methyl-4-pyridinyl)-5-morpholino-pyrazolo[1,5-a]pyrimidin-2-yl]benzonitrile